CC=1C=C2C[C@@H]([C@@H](OC2=CC1)C1=CC=CC=C1)[N+](=O)[O-] (2S,3S)-6-methyl-3-nitro-2-phenylchromane